2-chloro-3-methoxy-4-nitro-pyridine ClC1=NC=CC(=C1OC)[N+](=O)[O-]